5-amino-1-benzyl-3-methyl-1H-pyrazole-4-carbonitrile NC1=C(C(=NN1CC1=CC=CC=C1)C)C#N